2-chloro-3,6-dimethyl-5-nitro-pyridine ClC1=NC(=C(C=C1C)[N+](=O)[O-])C